Cl.NCCCCCCN1CCC(CC1)C1=CC=C(C=C1)NC1C(NC(CC1)=O)=O 3-((4-(1-(6-aminohexyl)piperidin-4-yl)phenyl)amino)piperidine-2,6-dione hydrochloride